(E)-N'-((4,4-difluorocyclohexyl)methylene)-6-(4-ethoxyphenyl)pyrazine-2-carbohydrazide FC1(CCC(CC1)\C=N\NC(=O)C1=NC(=CN=C1)C1=CC=C(C=C1)OCC)F